(6-((4,4-difluorocyclohexyl)oxy)pyridin-3-yl)methylamine FC1(CCC(CC1)OC1=CC=C(C=N1)CN)F